tert-Butyl N-[2-formyl-6-(trifluoromethyl)pyridin-3-yl]carbamate C(=O)C1=NC(=CC=C1NC(OC(C)(C)C)=O)C(F)(F)F